tert-Butyl-7-((1-(5-fluoro-6-(1-hydroxycyclobutyl)pyridin-2-yl)-2-isopropyl-3-oxo-2,3-dihydro-1H-pyrazolo[3,4-d]pyrimidin-6-yl)amino)-3,4-dihydroisoquinoline-2(1H)-carboxylate C(C)(C)(C)OC(=O)N1CC2=CC(=CC=C2CC1)NC1=NC=C2C(=N1)N(N(C2=O)C(C)C)C2=NC(=C(C=C2)F)C2(CCC2)O